C1(=CC=C(C=C1)CN(C(OC(C)(C)C)=O)CCC1=CC(=C(C(=C1)CO)O)CO)C1=CC=CC=C1 Tert-butyl ([1,1'-biphenyl]-4-ylmethyl)(4-hydroxy-3,5-bis(hydroxymethyl) phenethyl)carbamate